O1CCN(CC1)C1=CC=C(C=C1)COS(=O)(=O)C1=CC=C(C=C1)C.FC1CCN(CC1)CCC(=O)N1CCC(CC1)C=1C=C2C(=C(NC2=CC1)C=1C=C(C=2N(C1)N=NN2)C)C(C)C 3-(4-fluoropiperidin-1-yl)-1-(4-(3-isopropyl-2-(8-methyltetrazolo[1,5-a]pyridin-6-yl)-1H-indol-5-yl)piperidin-1-yl)propan-1-one (4-morpholinophenyl)methyl-4-methylbenzenesulfonate